(4-((6-chloroimidazo[1,2-b]pyridazin-8-yl)oxy)-3-fluorophenyl)-1-(4-fluorophenyl)-6-methyl-2-keto-1,2-dihydropyridine-3-carboxamide ClC=1C=C(C=2N(N1)C=CN2)OC2=C(C=C(C=C2)C2=C(C(N(C(=C2)C)C2=CC=C(C=C2)F)=O)C(=O)N)F